C(#C)C1C(C(CO1)O)OC 5-ethynyl-4-methoxytetrahydrofuran-3-ol